COC(/C=C/C1=C(C(=O)OC)C=CC(=N1)C(F)(F)F)=O methyl (E)-2-(3-methoxy-3-oxoprop-1-en-1-yl)-6-(trifluoromethyl)nicotinate